3-(2-azaspiro[3.3]heptan-2-yl)propanamide C1N(CC12CCC2)CCC(=O)N